N1(CCNCC1)C1=NC=C(C(=N1)OCC)C(=O)O piperazin-1-yl-4-ethoxypyrimidine-5-carboxylic acid